methyl 5-amino-4-[4-[[4-(bromomethyl)phenyl]methoxy]-1-oxo-isoindolin-2-yl]-5-oxo-pentanoate NC(C(CCC(=O)OC)N1C(C2=CC=CC(=C2C1)OCC1=CC=C(C=C1)CBr)=O)=O